pyridazon N=1NC(C=CC1)=O